4,7,10,13,16-pentaoxanonadec-18-ynamide C(CCOCCOCCOCCOCCOCC#C)(=O)N